(2S)-3-[(benzyloxy)carbonyl]-1,3-oxazinane-2-carboxylic acid C(C1=CC=CC=C1)OC(=O)N1[C@@H](OCCC1)C(=O)O